OC(CN(CCCC(=O)OCCN1CCN(CC1)CCSSCCCCN(CC(CCCCCCCCCC)O)CC(CCCCCCCCCC)O)CC(CCCCCC\C=C/C\C=C/C\C=C/CC)O)CCCCCC\C=C/C\C=C/C\C=C/CC 2-(4-(2-((4-(Bis(2-hydroxydodecyl)amino)butyl)disulfaneyl)ethyl)piperazin-1-yl)ethyl 4-(bis((9Z,12Z,15Z)-2-hydroxyoctadeca-9,12,15-trien-1-yl)amino)butanoate